C(C)(C)(C)N1C2=C(OC[C@@H]1C)N=C(C(=C2)CC2=CC=C(C=C2)F)N(C(O)=O)S(=O)(=O)C2CC2.OCCNC(CCC(=O)N)=O N-(2-hydroxyethyl)succinamide tert-butyl-(S)-(cyclopropyl-sulfonyl)(7-(4-fluorobenzyl)-2-methyl-2,3-dihydro-1H-pyrido[2,3-b][1,4]oxazin-6-yl)carbamate